4-{4-[(2,6-Dioxo-piperidin-3-yl)-methyl-amino]-phenyl}-piperidine-1-carboxylic acid tert-butyl ester C(C)(C)(C)OC(=O)N1CCC(CC1)C1=CC=C(C=C1)N(C)C1C(NC(CC1)=O)=O